8-((1R,3R,5S)-bicyclo[3.1.0]hexan-3-yl)-2-(piperidin-4-ylamino)pyrido[2,3-d]pyrimidin-7(8H)-one [C@H]12CC(C[C@@H]2C1)N1C(C=CC2=C1N=C(N=C2)NC2CCNCC2)=O